butyl-di(oct-7-en-1-yl)aluminum C(CCC)[Al](CCCCCCC=C)CCCCCCC=C